FC=1C=C(C(=O)NC2=C(C=CC(=C2)CN2CCOCC2)C)C=CC1NC1=NC=C(C(=N1)C1=CC=C(C=C1)OC(F)(F)F)SC 3-fluoro-N-(2-methyl-5-morpholin-4-ylmethyl-phenyl)-4-[5-methylsulfanyl-4-(4-trifluoromethoxy-phenyl)-pyrimidin-2-ylamino]-benzamide